(5-(ethyl-(phenyl)amino)-2,4-dihydroxy-6-(m-tolyl)pyridin-3-yl)methanone C(C)N(C=1C(=C(C(=NC1C=1C=C(C=CC1)C)O)C=O)O)C1=CC=CC=C1